4-(2-Bromo-6-fluoro-4-nitrophenyl)piperazine-1-carboxylic acid tert-butyl ester C(C)(C)(C)OC(=O)N1CCN(CC1)C1=C(C=C(C=C1F)[N+](=O)[O-])Br